S1C(=NC=C1)NC(C)=O N-(thiazol-2-yl)-acetamide